CN(C1=CC=C(C=C1)C(CC=O)C[N+](=O)[O-])C 3-(4-(dimethylamino)phenyl)-4-nitro-butan-1-one